CN1C(=NN=C1)CC1(COC1)C1=CC(=NC(=C1)N1CCNCC1)N1C(C2=CC(=CC(=C2C1)C(F)(F)F)CN1C[C@H](CCC1)C)=O (S)-2-(4-(3-((4-methyl-4H-1,2,4-triazol-3-yl)methyl)oxetan-3-yl)-6-(piperazin-1-yl)pyridin-2-yl)-6-((3-methylpiperidin-1-yl)methyl)-4-(trifluoromethyl)isoindolin-1-one